C(C)(C)(C)OC(=O)N1C(CC2=CC=CC=C12)CO[Si](C(C)C)(C(C)C)C(C)C 2-({[tri(propan-2-yl)silyl]oxy}methyl)-2,3-dihydro-1H-indole-1-carboxylic acid tert-butyl ester